FC=1C(=CC=2C3=C(NC(C2C1)=O)COC[C@H]3N(C(=O)C=3NC1=CC=C(C=C1C3)S(=O)(=O)C)C)F (S)-N-(8,9-Difluoro-6-oxo-1,4,5,6-tetrahydro-2H-pyrano[3,4-c]isoquinolin-1-yl)-N-methyl-5-(methylsulfonyl)-1H-indole-2-carboxamide